[4-[2-[tert-butyl(dimethyl)silyl]oxyethoxy]-5,6-dimethyl-3-(5-oxo-4H-1,2,4-oxadiazol-3-yl)-2-pyridyl]-N-[4-(trifluoromethyl)phenyl]carbamate [Si](C)(C)(C(C)(C)C)OCCOC1=C(C(=NC(=C1C)C)OC(NC1=CC=C(C=C1)C(F)(F)F)=O)C1=NOC(N1)=O